COC=1C=C(C=CC1)NC(=O)NC1=CC=C(C=C1)OC1=CC=CC=C1 1-(3-methoxyphenyl)-3-(4-phenoxyphenyl)urea